PROPANIC ACID, ETHYL ESTER C(CC)(=O)OCC